disulfophosphine S(=O)(=O)(O)PS(=O)(=O)O